O[C@@H]1[C@@H](C[C@H](CC1)N1N=C2C=C(C(=CC2=C1)C(=O)NC1=CN=C2N1N=CC=C2)OC)C |o1:1,2,4| rel-2-((1s,3r,4s)-4-hydroxy-3-methylcyclohexyl)-N-(imidazo[1,2-b]pyridazin-3-yl)-6-methoxy-2H-indazole-5-carboxamide